(Z)-1-[(1S,7S)-2,3,4-trimethyltricyclo[5.2.1.01,5]dec-4-yl]ethanone oxime CC1[C@]23C(C(C1C)(C)\C(\C)=N/O)C[C@H](CC2)C3